FC1=CC(=CC=2NC(=NC21)C2=CC(=CN2)C(=O)C2=C(C=CC=C2)C(F)(F)F)N2C[C@H](OCC2)C (R)-(5-(4-fluoro-6-(2-methylmorpholino)-1H-benzo[d]imidazol-2-yl)-1H-pyrrol-3-yl)(2-(trifluoromethyl)phenyl)methanone